P(=O)(OCC(C)C)(OOCCCCCCCCCCCCCCCCCC)[O-] isobutyl octadecyloxy phosphate